(2S,3S,4R)-1-O-(α-D-galactosyl)-2-(N-eicosanoylamino)-1,3,4-heptanetriol [C@H]1([C@H](O)[C@@H](O)[C@@H](O)[C@H](O1)CO)OC[C@@H]([C@@H]([C@@H](CCC)O)O)NC(CCCCCCCCCCCCCCCCCCC)=O